5-chloro-3-(2-{4-[(4-methylsulfonylphenoxy)methyl]-2-methylpyrrolidin-1-yl}ethyl)-2-methylbenzonitrile ClC=1C=C(C(=C(C#N)C1)C)CCN1C(CC(C1)COC1=CC=C(C=C1)S(=O)(=O)C)C